CNC1CC(C1)CCC1=NC=2NCCCC2C=C1 (1s,3r)-N-methyl-3-(2-(5,6,7,8-tetrahydro-1,8-naphthyridin-2-yl)ethyl)cyclobutan-1-amine